O[C@@H]1[C@@H](CCC=2C=CC(=CC12)S(=O)(=O)N)[C@H]1N2C(C3=CC=CC=C13)=CN=C2 (7S,8R)-8-Hydroxy-7-((R)-5H-imidazo[5,1-a]isoindol-5-yl)-5,6,7,8-tetrahydronaphthalen-2-sulfonamid